CN1C[C@@H](CC1=O)C(=O)O |o1:3| (R)- or (S)-1-Methyl-5-oxo-pyrrolidine-3-carboxylic acid